ClC1=CC(=CC(=N1)N1C(C2=CC(=CC=C2C1)C1(COC1)CC1=NN=CN1C)=O)CN1C[C@H](C[C@@H](C1)C)C 2-(6-Chloro-4-(((3S,5S)-3,5-dimethylpiperidin-1-yl)methyl)pyridin-2-yl)-6-(3-((4-methyl-4H-1,2,4-triazol-3-yl)methyl)oxetan-3-yl)isoindolin-1-one